NCC(C(=O)O)C1CCCCC1 (aminomethyl)-cyclohexylacetic acid